C(C)(=O)C=1C=C(C=C2C(N(C=3N(C12)C=NC3C(=O)O)C([2H])([2H])[2H])=O)C 9-acetyl-7-methyl-4-(methyl-d3)-5-oxo-4,5-dihydroimidazo[1,5-a]quinazoline-3-carboxylic acid